(S)-2-((((9H-fluoren-9-yl)methoxy)carbonyl)amino)-3-(1-(tertbutoxycarbonyl)piperidin-4-yl)propanoic acid C1=CC=CC=2C3=CC=CC=C3C(C12)COC(=O)N[C@H](C(=O)O)CC1CCN(CC1)C(=O)OC(C)(C)C